ethyl 5-((tert-butyloxycarbonyl)amino)bicyclo[4.2.0]oct-1(6),2,4-triene-2-carboxylate C(C)(C)(C)OC(=O)NC1=CC=C(C=2CCC12)C(=O)OCC